C(C)(C)(C)OC(=O)NC[C@@]1(OC2=C(C1)C(=C(C(=C2)F)Cl)C2=C(C(=NC=C2C(=O)OC)OCCOC2OCCCC2)F)C2=CC=CC=C2 methyl 4-((2S,4R)-2-(((tert-butoxycarbonyl)amino)methyl)-5-chloro-6-fluoro-2-phenyl-2,3-dihydrobenzofuran-4-yl)-5-fluoro-6-(2-((tetrahydro-2H-pyran-2-yl)oxy)ethoxy)nicotinate